C1(CC1)C1=C(C=C(C=C1)C=1N=C(SC1F)NS(=O)(=O)C1=NC=C(C=C1C)NCC1=C(C(=CC=C1)OC)O)F N-(4-(4-cyclopropyl-3-fluorophenyl)-5-fluorothiazol-2-yl)-5-((2-hydroxy-3-methoxybenzyl)amino)-3-methylpyridine-2-sulfonamide